NC1=C2N=CN(C2=NC(=N1)C1=NNC=C1)[C@@H]1CC[C@H](CC1)C(=O)NC=1SC=C(N1)C Trans-4-[6-amino-2-(1H-pyrazol-3-yl)-9H-purin-9-yl]-N-(4-methyl-1,3-thiazol-2-yl)cyclohexanecarboxamide